C(C)OC(C(C(C=CC(C(COC)C)OC)OC)C)OC 8-ethoxy-1,3,6,8-tetramethoxy-2,7-dimethyl-4-octene